ClC=1C=NC(=NC1)N[C@H]1C(N(C(C1)=O)CC1=CC=C(C=C1)NC(C=C)=O)=O (R)-N-(4-((3-((5-chloropyrimidin-2-yl)amino)-2,5-dioxopyrrolidin-1-yl)methyl)phenyl)acrylamide